NC(C)C1=CC(=C(OCCCC(NCCOCCOCCOCCNC(CCCC[C@@H]2SC[C@@H]3NC(N[C@@H]32)=O)=O)=O)C=C1[N+](=O)[O-])OC N-(16-(4-(1-aminoethyl)-2-methoxy-5-nitrophenoxy)-13-oxo-3,6,9-trioxa-12-azahexadecyl)-5-((3aS,4S,6aR)-2-oxohexahydro-1H-thieno[3,4-d]imidazol-4-yl)pentanamide